C1(=CC=CC=C1)N1C=NC(=C1)C(=O)O 1-phenyl-1H-imidazole-4-carboxylic acid